2,2'-methylene-bis-(4-methyl-6-cyclohexylphenol) C(C1=C(C(=CC(=C1)C)C1CCCCC1)O)C1=C(C(=CC(=C1)C)C1CCCCC1)O